6-[3-(1-cyclohexylpyrazol-3-yl)-7,8-dihydro-5H-1,6-naphthyridin-6-yl]-4,5-dimethyl-pyridazine-3-carbonitrile C1(CCCCC1)N1N=C(C=C1)C=1C=NC=2CCN(CC2C1)C1=C(C(=C(N=N1)C#N)C)C